4-(1-(3-chloropicolinoyl)pyrrolidin-3-yl)-3-(1,3-dioxan-2-yl)benzaldehyde ClC=1C(=NC=CC1)C(=O)N1CC(CC1)C1=C(C=C(C=O)C=C1)C1OCCCO1